COC(CC1=CC(=CC=C1)Br)=O 2-(3-bromophenyl)acetic Acid Methyl Ester